C1(CCC(CC1)N1C(C(=C(C1=O)C)C)=O)N1C(C(=C(C1=O)C)C)=O 1,1'-(cyclohexane-1,4-diyl)bis(3,4-dimethyl-1H-pyrrole-2,5-dione)